4-(pentan-3-yl)oxazolidine-2,5-dione CCC(CC)C1NC(OC1=O)=O